4-chloro-2-fluoro-5-methoxy-aniline ClC1=CC(=C(N)C=C1OC)F